C1N(CC2C1CNC2)C=2C=CC(=C(C(=O)NC1(CC1)C=1C=3C4=C(C(N(C4=CC1)C)=O)C=CC3)C2)C 5-(hexahydropyrrolo[3,4-c]pyrrol-2(1H)-yl)-2-methyl-N-(1-(1-methyl-2-oxo-1,2-dihydrobenzo[cd]indol-6-yl)cyclopropyl)benzamide